Oleyl-pyrrole C(CCCCCCC\C=C/CCCCCCCC)C=1NC=CC1